L-α-methyl-homophenylalanine C[C@](N)(CCC1=CC=CC=C1)C(=O)O